4-[5-(pyrimidin-5-ylmethoxy)-1-benzofuran-2-yl]pyridine-3-carbonitrile N1=CN=CC(=C1)COC=1C=CC2=C(C=C(O2)C2=C(C=NC=C2)C#N)C1